FC(CN1N=CC=2C1=NC(=CN2)NC2C[C@@H]1[C@@H](CN(C1)C1=NC=C(N=C1)OC)C2)F 1-(2,2-difluoroethyl)-N-((3aR,5s,6aS)-2-(5-methoxypyrazin-2-yl)octahydrocyclopenta[c]pyrrol-5-yl)-1H-pyrazolo[3,4-b]pyrazin-6-amine